(S)-3-(2-benzyl-3-chloro-7-oxo-2,4,5,7-tetrahydro-6H-pyrazolo[3,4-c]pyridin-6-yl)-9-(cyclopropylsulfonyl)-1-methyl-3,4,8,9,10,11-hexahydro-[1,4]oxazepino[3,2-f]isoquinolin-2(1H)-one C(C1=CC=CC=C1)N1N=C2C(N(CCC2=C1Cl)[C@@H]1C(N(C2=C3CCN(CC3=CC=C2OC1)S(=O)(=O)C1CC1)C)=O)=O